6-oxo-2-azaspiro[3.3]heptane O=C1CC2(CNC2)C1